C(C)(C)(C)OC(=O)[C@]1(C[C@H](NCC1)C)CC1=NC(=C(C(=C1F)Cl)Cl)NC1=NN(C(=C1)C)C(C)(C)C (2r,4r)-4-((6-((1-(tert-butyl)-5-methyl-1H-pyrazol-3-yl)amino)-4,5-dichloro-3-fluoropyridin-2-yl)methyl)-2-methylpiperidine-4-carboxylic acid tert-butyl ester